(E)-1-(4-(7-(6-amino-4-methyl-3-(trifluoromethyl)pyridin-2-yl)-6-chloro-8-fluoro-2-((1-methylpyrrolidin-2-yl)methoxy)quinazolin-4-yl)-3-methylpiperazin-1-yl)-4-chlorobut-2-en-1-one NC1=CC(=C(C(=N1)C1=C(C=C2C(=NC(=NC2=C1F)OCC1N(CCC1)C)N1C(CN(CC1)C(\C=C\CCl)=O)C)Cl)C(F)(F)F)C